3,3-bis(2-aminoethyl)-1,5-pentanediamine NCCC(CCN)(CCN)CCN